ethyleneglycol propyl ether C(CC)OCCO